C(C)(C)(C)C1=CC=C(C=C1)C=1OC(C(N1)=CC1=CC=C(C=C1)SC)=O 2-(4-(tert-butyl)phenyl)-4-(4-(methylthio)benzylidene)oxazol-5(4H)-one